[Ce].[La].[Sm] samarium-lanthanum-cerium